2-methoxy-N-((5-(thiophen-2-yl)-1,3,4-oxadiazol-2-yl)methyl)benzamide tert-butyl-4-(4-(3-amino-6-chloropyridazin-4-yl)-5-methyl-1H-pyrazol-1-yl)piperidine-1-carboxylate C(C)(C)(C)OC(=O)N1CCC(CC1)N1N=CC(=C1C)C1=C(N=NC(=C1)Cl)N.COC1=C(C(=O)NCC=2OC(=NN2)C=2SC=CC2)C=CC=C1